FC=1C=C(C=CC1)C1=CC=CC=C1 3-fluoro-1,1'-biphenyl